[Cl-].[Cl-].IC1=CC=CC=C1 Iodobenzene Dichloride